ClC1=NC(=C2C(=N1)N(N=C2)[C@H]2[C@@H]([C@@H]([C@H](O2)CO[C@](COC2CCC2)(CO)P(O)(O)=O)O)O)NC2CCCC2 |&1:17| rac-(2-(((2R,3S,4R,5R)-5-(6-chloro-4-(cyclopentylamino)-1H-pyrazolo[3,4-d]pyrimidin-1-yl)-3,4-dihydroxytetrahydrofuran-2-yl)methoxy)-1-cyclobutoxy-3-hydroxypropan-2-yl)phosphonic acid